BrC=1C=C(C=CC1OC[C@H](CCl)O)C(C)(C)C1=CC=C(OC[C@H](CN2N=NC(=C2I)CO)O)C=C1 (S)-1-(4-(2-(3-bromo-4-((R)-3-chloro-2-hydroxypropoxy)phenyl)propan-2-yl)phenoxy)-3-(4-(hydroxymethyl)-5-iodo-1H-1,2,3-triazol-1-yl)propan-2-ol